COC(C1=C(C(=CC=C1)OC1=C2C=NN(C2=CC=C1C)C1OCCCC1)[N+](=O)[O-])=O ((5-methyl-1-(tetrahydro-2H-pyran-2-yl)-1H-indazol-4-yl)oxy)-2-nitrobenzoic acid methyl ester